2-(4-methylpiperazine-1-yl)acetamide CN1CCN(CC1)CC(=O)N